ClC=1C=C(C=NC1OC)NC(=O)NC=1C=NC=2N(C1[C@H](C)OC)N=C(C2)Cl (S)-1-(5-chloro-6-methoxypyridin-3-yl)-3-(2-chloro-7-(1-methoxyethyl)pyrazolo[1,5-a]pyrimidin-6-yl)urea